C1=C(C=CC=2OC3=CC=CC=C3SC12)C(=O)NCC(=O)N1CC2(OCCO2)C[C@H]1C(=O)OC methyl (S)-7-((phenoxathiine-2-carbonyl)glycyl)-1,4-dioxa-7-azaspiro[4.4]nonane-8-carboxylate